C(CCCCC)(=O)OC(C)(C)C tert-butyl n-hexanoate